C(CC)C=1NC(OC1C1=CC=NC=C1)=O 4-propyl-5-(4-pyridinyl)-2(3H)-oxazolone